α,α-dimethylphenylethyl acetate (α,α-dimethylphenylethyl acetate) CC(C(=O)O)(C)CCC1=CC=CC=C1.C(C)(=O)OC(CC1=CC=CC=C1)(C)C